CCCCC/C=C\\C/C=C\\C/C=C\\C/C=C\\CCCCCCCC(=O)[O-] The molecule is a polyunsaturated fatty acid anion that is the conjugate base of (9Z,12Z,15Z,18Z)-tetracosatetraenoic acid, obtained by deprotonation of the carboxy group; major species at pH 7.3. It is a very long-chain fatty acid anion, a polyunsaturated fatty acid anion and a tetracosatetraenoate. It is a conjugate base of a (9Z,12Z,15Z,18Z)-tetracosatetraenoic acid.